COC(C1=CC=C(C=C1)[C@]1(CNCC1)NC(=O)C=1N(C2=CC=C(C(=C2C1)Cl)Cl)C)=O |r| (±)-methyl-4-[3-[(4,5-dichloro-1-methyl-indole-2-carbonyl)-amino]-pyrrolidin-3-yl]-benzoate